1-Fluoro-N-[(3R,4S)-4-fluoro-1-{(5S)-5-[5-methyl-3-(2,4,6-trifluorophenyl)pyridin-2-yl]-4,5-dihydro-1,2-oxazol-3-yl}pyrrolidin-3-yl]methanesulfonamide FCS(=O)(=O)N[C@@H]1CN(C[C@@H]1F)C1=NO[C@@H](C1)C1=NC=C(C=C1C1=C(C=C(C=C1F)F)F)C